chloromethanonaphthalene ClC1=C2C(=C3C=CC=CC3=C1)C2